mercapto-acetyl-glycyl-glycyl-glycine SN(CC(=O)NCC(=O)NCC(=O)O)C(C)=O